ClC=1C=C(C=NC1N1C=NC=C1)NC(=O)C=1C=NN(C1C(F)(F)F)C1=CN=CC2=CC=CC=C12 N-(5-chloro-6-(1H-imidazol-1-yl)pyridin-3-yl)-1-(isoquinolin-4-yl)-5-(trifluoromethyl)-1H-pyrazole-4-carboxamide